NC=1C=C(CN2C[C@H](CC2)N(C(OC(C)(C)C)=O)C)C=C(C1)N1C=NC(=C1)C tert-butyl (S)-(1-(3-amino-5-(4-methyl-1H-imidazol-1-yl)benzyl)pyrrolidin-3-yl)(methyl)carbamate